C[C@H](CN1CCN(CCN(CCN(CC1)CC(=O)O)CC(=O)O)CC(=O)O)O The molecule is an optically active tricarboxylic acid that consists of 1,4,7,10-tetraazacyclododecane bearing three carboxymethyl substituents at positions 1, 4 and 7 as well as an (R)-2-hydroxypropyl group at position 10.